O=C(CNC(C1=CC(=CC=C1)C(F)(F)F)=O)N1CCC2N(CCCC21)C2CCC(CC2)C2=CC=CC=C2 N-(2-oxo-2-(4-((1s,4s)-4-phenylcyclohexyl)octahydro-1H-pyrrolo[3,2-b]pyridin-1-yl)ethyl)-3-(trifluoromethyl)benzamide